FC=1C(=NC=CC1)C1=NC(=CC=C1C(=O)N1[C@@H]2[C@@H](C[C@H](C1)CC2)NC2=NC=C(C=C2)C(F)(F)F)C (3'-fluoro-6-methyl-[2,2'-bipyridin]-3-yl)((1S,4R,6R)-6-((5-(trifluoromethyl)pyridin-2-yl)amino)-2-azabicyclo[2.2.2]oct-2-yl)methanone